bromo-2-cyclopropyl-6-(3-hydroxypropyl)-3,4-dihydropyrrolo-[1,2-a]pyrazin-1(2H)-one BrC1N(C(C=2N(C1)C(=CC2)CCCO)=O)C2CC2